5-chloro-6-formyl-7,8-dihydronaphthalen-2-yl acetate (5-chloro-6-formyl-7,8-dihydronaphthalen-2-yl acetate) ClC=1C=2C=CC(=CC2CCC1C=O)CC(=O)O.C(C)(=O)OC1=CC=2CCC(=C(C2C=C1)Cl)C=O